6-{5-chloro-2-[(oxacyclohex-4-yl)amino]pyrimidin-4-yl}-2,3-bis(2-methoxyethyl)-2,3-dihydro-1H-isoindol-1-one ClC=1C(=NC(=NC1)NC1CCOCC1)C1=CC=C2C(N(C(C2=C1)=O)CCOC)CCOC